7,8-difluoro-2,3,4,5-tetrahydrophenanthridine-1,6-dione FC1=C2C(NC=3CCCC(C3C2=CC=C1F)=O)=O